ClC=1C=C(C=C(C1OC=1C=C2C3(C(NC2=CC1)=O)CCC3)Cl)B(O)O (3,5-dichloro-4-((2'-oxospiro[cyclobutane-1,3'-indolin]-5'-yl)oxy)phenyl)boronic acid